imidazolecarboxylic acid anhydride N1C(=NC=C1)C(=O)OC(=O)C=1NC=CN1